(pyridin-4-yl)pyrazolo[1,5-a]pyridine N1=CC=C(C=C1)C1=NN2C(C=CC=C2)=C1